C(C)(C)(C)OC(=O)NC1CCC(CC1)CN1CCN(CC1)C=1SC2=C(C(C1)=O)C=C(C=C2[N+](=O)[O-])C(F)(F)F 2-(4-(4-t-Butoxycarbonylaminocyclohexylmethyl)piperazin-1-yl)-6-(trifluoromethyl)-8-nitro-benzothiopyran-4-one